OC1=CC(=CC(=C1C1CCCC(=C1)C)OP1(OCCC(O1)C1=CC=CC=C1)=O)CCCCC 2-((6-hydroxy-5'-methyl-4-pentyl-1',2',3',4'-tetrahydro-[1,1'-biphenyl]-2-yl)oxy)-4-phenyl-1,3,2-dioxaphosphinane 2-oxide